ethyl 2-(2-((5-(3-cyano-5-(pyridin-3-ylmethoxy)phenyl)-1-isopropyl-1H-indazol-3-yl)methoxy)phenyl)acetate C(#N)C=1C=C(C=C(C1)OCC=1C=NC=CC1)C=1C=C2C(=NN(C2=CC1)C(C)C)COC1=C(C=CC=C1)CC(=O)OCC